IC1=CC=C(C=C1)C1C2=CC=CC=C2C=2C=CC=CC12 9-(4-iodophenyl)-9H-fluorene